CCC(CCC)N hexan-3-amine